C1(CCCCC1)C[C@H]([C@H](O)C1CC1)NC1CC2(CC2)C1 (1R,2R)-3-cyclohexyl-1-cyclopropyl-2-(spiro[2.3]hexan-5-ylamino)propan-1-ol